N1=C(C=NC=C1)N1CCN(C2=CC=CC=C12)C(=O)OC[C@H]1CNCC1 (R)-pyrrolidin-3-ylmethyl 4-(pyrazin-2-yl)-3,4-dihydroquinoxaline-1(2H)-carboxylate